C1(CC1)C=1C(=CC(N2[C@@H](CSC12)C(=O)O)=O)CC1=CC2=CC=CC=C2C=C1 (3R)-7-cyclopropyl-6-[(2-naphthyl)methyl]-4-oxo-1-thia-3a-aza-3-indanecarboxylic acid